FC(C1=CC=C(C=C1)C1=CNC(C=2C=CC=NC12)=O)(F)F 8-(4-(trifluoromethyl)phenyl)-1,6-naphthyridin-5(6H)-one